C1NCCC2=CC(=CC=C12)CNC(O[C@H]1[C@H](NC[C@@H]1O)CC1=CC=C(C=C1)OC)=O (2R,3S,4S)-4-hydroxy-2-[(4-methoxyphenyl)methyl]pyrrolidin-3-yl N-(1,2,3,4-tetrahydroisoquinolin-6-ylmethyl)carbamate